COC1=C(C=C(C=C1)B1OC(C(O1)(C)C)(C)C)[C@@H](C)O (1R)-1-[2-methoxy-5-(4,4,5,5-tetramethyl-1,3,2-dioxaborolan-2-yl)phenyl]ethan-1-ol